C(O)(O)=O.C(C)OC#C ethoxy vinylene carbonate